3-bromobenzeneacetophenone oxime BrC=1C=C(C=CC1)CC(C1=CC=CC=C1)=NO